N7-[2-[[tert-butyl-(diphenyl)silyl]oxymethyl]-3-chloro-propyl]-8-methoxy-5,5-dimethyl-6H-benzo[H]quinazoline-4,7-diamine C(C)(C)(C)[Si](OCC(CNC=1C(=CC=C2C1CC(C=1C(=NC=NC21)N)(C)C)OC)CCl)(C2=CC=CC=C2)C2=CC=CC=C2